NC=1C(=CC(=C(C1)C1=CC2=C(N=C(N=C2)NC)N=C1C)C)F 6-(5-amino-4-fluoro-2-methylphenyl)-N,7-dimethylpyrido[2,3-d]pyrimidin-2-amine